(2S)-3-(dimethylamino)-2-methylazetidine-1-carboxylic acid benzyl ester C(C1=CC=CC=C1)OC(=O)N1[C@H](C(C1)N(C)C)C